O1CCC(CC1)NC1=NC=C(C=C1)N N-(tetrahydro-2H-pyran-4-yl)Pyridine-2,5-diamine